(R)-N'-((8-bromo-1,2,3,5,6,7-hexahydro-s-indacen-4-yl)carbamoyl)-5-(2-hydroxypropan-2-yl)-thiazole-2-sulfonimidamide BrC=1C=2CCCC2C(=C2CCCC12)NC(=O)N=[S@](=O)(N)C=1SC(=CN1)C(C)(C)O